2-phenyl-5,8-dihydropyrido[3,4-d]pyrimidin C1(=CC=CC=C1)C=1N=CC2=C(N1)CN=CC2